C(C)(C)(C)OC(=O)N1CCN(CC1)C=1SC=C(N1)COS(=O)(=O)C 4-(4-(((methylsulfonyl)oxy)methyl)thiazol-2-yl)piperazine-1-carboxylic acid tert-butyl ester